ClC=1C(=C(C=CC1)C=1C=C2C(=NN1)NCC1(N2CCN(C1)C(=O)N1[C@@H](CNC[C@@H]1C)C)C)O (2-(3-chloro-2-hydroxy-phenyl)-6a-methyl-5,6,6a,7,9,10-hexahydro-8H-pyrazino[1',2':4,5]-pyrazino[2,3-c]pyridazin-8-yl)((2R,6S)-2,6-dimethylpiperazin-1-yl)-methanone